3-(7-chloro-6-methoxy-1-oxoisoindolin-2-yl)piperidine-2,6-dione ClC=1C(=CC=C2CN(C(C12)=O)C1C(NC(CC1)=O)=O)OC